IC1=NC=C(C(=N1)I)N 2,4-Diiodopyrimidin-5-amine